N-CYCLOPROPYL-2-(2-FORMYLPHENOXY)PROPANAMIDE C1(CC1)NC(C(C)OC1=C(C=CC=C1)C=O)=O